FC1=CC=C(C=C1)[C@@H]1N(CCC2=CC=CC=C12)C=1O[C@@]2(CN1)C[C@H](CC2)N (5R,7S)-2-((S)-1-(4-fluorophenyl)-3,4-dihydroisoquinolin-2(1H)-yl)-1-oxa-3-azaspiro[4.4]non-2-en-7-amine